I.C(=N)N formamidine hydriodide